propyl-lauryl-dimethyl-toluenesulfonic acid C(CC)C=1C(=C(C(S(=O)(=O)O)(C)C)C=CC1)CCCCCCCCCCCC